O[C@]1([C@H](O)[C@@H](O)[C@H](O)[C@H](O1)CO)COCCC1=CC=CC=C1 phenethyl β-gluconate